COC1=C2C(NC(=NC2=CC(=C1)OC)C1=CC=C(C=C1)N1CCN(CC1)CC1=C(C=C(C=C1)N1C(NC(CC1)=O)=O)F)=O 1-(4-((4-(4-(5,7-dimethoxy-4-oxo-3,4-dihydroquinazolin-2-yl)phenyl)piperazin-1-yl)methyl)-3-fluorophenyl)dihydropyrimidine-2,4(1H,3H)-dione